C(#N)C1=CC=C(CNC(=O)C2=NN(C=3C(N([C@@H](CC32)C)CC3(CC3)S(=O)(=O)C)=O)C)C=C1 |o1:16| (R)- or (S)-N-(4-cyanobenzyl)-1,5-dimethyl-6-((1-(methylsulfonyl)cyclopropyl)methyl)-7-oxo-4,5,6,7-tetrahydro-1H-pyrazolo[3,4-c]pyridine-3-carboxamide